13-chloro-21-fluoro-14-methoxy-16,16-dioxo-9-oxa-16λ6-thia-17-azatetracyclo[16.3.1.111,15.02,7]tricosa-1(21),2(7),3,5,11,13,15(23),18(22),19-nonaen-10-one ClC=1C=C2C(OCC=3C=CC=CC3C3=C(C=CC(NS(C(C1OC)=C2)(=O)=O)=C3)F)=O